C(C)OC1=C(C=C2CCN([C@@H](C2=C1)C(=O)NC1=CNC2=CC=CC=C12)C=O)OC (S)-7-ethoxy-2-formyl-N-(1H-indol-3-yl)-6-methoxy-1,2,3,4-tetrahydroisoquinoline-1-formamide